(S)-3-(3-(1-((2,4-dimethoxybenzyl)amino)-2,3-dihydro-1H-inden-5-yl)-5-(1H-pyrazol-1-yl)-3H-imidazo[4,5-b]pyridin-2-yl)pyridin-2-amine COC1=C(CN[C@H]2CCC3=CC(=CC=C23)N2C(=NC=3C2=NC(=CC3)N3N=CC=C3)C=3C(=NC=CC3)N)C=CC(=C1)OC